S(N)(=O)(=O)N1CC(CCC1)NC(OC(C)(C)C)=O tert-butyl (1-sulfamoylpiperidin-3-yl)carbamate